(R)-N-(4-(3-aminopyrrolidin-1-yl)quinazolin-7-yl)acryl-amide N[C@H]1CN(CC1)C1=NC=NC2=CC(=CC=C12)NC(C=C)=O